(1S,2S)-N-(6-(((R)-1-(6-methyl-8-(3-methyl-2,4-dioxoimidazolidin-1-yl)imidazo[1,2-a]pyridin-2-yl)ethyl)amino)pyrimidin-4-yl)-2-(4-methyl-pyrimidin-2-yl)cyclopropane-1-carboxamide CC=1C=C(C=2N(C1)C=C(N2)[C@@H](C)NC2=CC(=NC=N2)NC(=O)[C@@H]2[C@H](C2)C2=NC=CC(=N2)C)N2C(N(C(C2)=O)C)=O